ClCC(=O)N(C=1C=NC(=C(C1)S(=O)(=O)CC)C1=NC2=C(C=NC(=C2)C(F)(F)F)N1C)CC 2-chloro-N-ethyl-N-[5-ethylsulfonyl-6-[3-methyl-6-(trifluoromethyl)imidazo[4,5-c]pyridin-2-yl]-3-pyridinyl]acetamide